ClC=1N=C2C(=C(C(N(C2=CC1)C)=O)C#N)N1CCN(CC1)CC1=C(C=CC(=C1)Cl)O 6-chloro-4-{4-[(5-chloro-2-hydroxyphenyl)methyl]piperazin-1-yl}-1-methyl-2-oxo-1,2-dihydro-1,5-naphthyridine-3-carbonitrile